C(C)[NH+](CCOCC)CC N,N-diethyl-N-(2-ethoxyethyl)ammonium